CC(C[N+](C)(C)C)SC(=O)C acetyl-β-methylthiocholine